2-(4-chlorophenyl)-4-(1H-pyrazol-1-yl)-4,5-dihydro-oxazole ClC1=CC=C(C=C1)C=1OCC(N1)N1N=CC=C1